[Cl-].[SH3+].C(C1=CC=CC=C1)[S+](CC[C@H](N)C(=O)O)C.[Cl-] S-benzyl-L-methionine sulfonium chloride